C(=O)O.CN([C@@H]1[C@H](CC[C@@H](C1)C1=CC(=CC=C1)C(F)(F)F)OC1=C(C=C(C=N1)S(=O)(=O)NC1=NC=NC=C1)OC)C 6-(((1S,2S,4S)-2-(dimethyl-amino)-4-(3-(trifluoromethyl)-phenyl)cyclohexyl)oxy)-5-methoxy-N-(pyrimidin-4-yl)pyridine-3-sulfonamide formate